C(C)N(C(C(C)C)=O)CC1=CC=C(C=C1)C(NO)=N N-ethyl-N-[[4-(N-hydroxycarbamimidoyl)phenyl]methyl]-2-methyl-propionamide